3,5-dichloro-N-(3-((3-chloropyridin-2-yl)methyl)-2,8-dimethyl-4-oxo-3,4-dihydroquinazolin-5-yl)-4-hydroxybenzamide ClC=1C=C(C(=O)NC2=C3C(N(C(=NC3=C(C=C2)C)C)CC2=NC=CC=C2Cl)=O)C=C(C1O)Cl